3,3,8-trimethyl-7-(4,4,5,5-tetramethyl-1,3,2-dioxaborolan-2-yl)-2,3-dihydro-1H-pyrido[2,3-b][1,4]oxazine CC1(CNC2=C(O1)N=CC(=C2C)B2OC(C(O2)(C)C)(C)C)C